C1=CN=CC=2NC(C3N(C21)CCNC3)=O 7,8,9,10-tetrahydro-5H-pyrazino[1,2-a]pyrido[3,4-e]pyrazin-6(6aH)-one